[Mo].C(#N)C=1C=CC=2N(C(N=C(C2N1)N1C[C@H](N(C[C@@H]1C)C(C(=O)NNC(=O)C1CC1)C(C)CC)CC)=O)C N'-(2-((2R,5S)-4-(6-cyano-1-methyl-2-oxo-1,2-dihydropyrido[3,2-d]pyrimidin-4-yl)-2-ethyl-5-methylpiperazin-1-yl)-3-ethylbutanoyl)cyclopropanecarbohydrazide molybdenum